BrC1=CC=2C3=C(C=NC2C=C1)N(CC31CCCC1)C 8'-Bromo-3'-methylspiro[cyclopentane-1,1'-pyrrolo[2,3-c]quinolin]